FC1(CCC(CC1)OC(N[C@H](C(=O)N[C@H](CO)C[C@H]1C(NCC1)=O)CC1CCCCC1)=O)F ((S)-3-cyclohexyl-1-(((S)-1-hydroxy-3-((S)-2-oxopyrrolidin-3-yl)propan-2-yl)amino)-1-oxopropan-2-yl)carbamic acid 4,4-difluorocyclohexyl ester